methyl 4-((3-((6-aminohexyl)carbamoyl)phenoxy)methyl)-2-(9-((4-(aminomethyl)phenyl)carbamoyl)-4,5-dihydrobenzo[b]thieno[2,3-d]oxepin-8-yl)benzoate NCCCCCCNC(=O)C=1C=C(OCC2=CC(=C(C(=O)OC)C=C2)C=2C(=CC3=C(OCCC4=C3SC=C4)C2)C(NC2=CC=C(C=C2)CN)=O)C=CC1